C(CC)OC(CC[Si](OCCCC)(OCCCC)OCCCC)C gamma-propoxybutyltributoxysilane